COC1=C(C=CC(=C1C)[N+](=O)[O-])C 2-methoxy-1,3-dimethyl-4-nitrobenzene